penteneol C(=CCCC)O